C(C)(C)(C)OC(=O)N1CCN(CC1)C1=NC=C(C(=N1)C(=O)OCC)Cl ethyl 2-(4-(tert-butoxycarbonyl) piperazin-1-yl)-5-chloropyrimidine-4-carboxylate